COC1=CN=C(C(=N1)C(C)N)C1=NC=CC=N1 1-(6-methoxy-3-pyrimidin-2-yl-pyrazin-2-yl)ethylamine